2-((2-(2-Fluoro-5-((6-fluoro-4-(methylsulfonyl)-1H-indol-5-yl)oxy)phenyl)-1H-imidazol-4-yl)(phenyl)methoxy)acetic acid FC1=C(C=C(C=C1)OC=1C(=C2C=CNC2=CC1F)S(=O)(=O)C)C=1NC=C(N1)C(OCC(=O)O)C1=CC=CC=C1